BrC1=CC(=C(C=C1Cl)C(C(F)(F)F)=O)NCC1=CC=C(C=C1)OC 1-(4-bromo-5-chloro-2-((4-methoxybenzyl)amino)phenyl)-2,2,2-trifluoroethanone